S1C2=C(C=C1)C(C1=C2SC=C1)=O 4H-cyclopenta[1,2-b:5,4-b']Dithiophen-4-one